C(C)(=O)[O-].C(C(C)(C)C)[Bi+]CC(C)(C)C Di-neopentylbismuth Acetate